C(CCC(=O)OCCCCCCCCCCCCCCCCCC)(=O)OCCCCCCCCCCCCCCCCCC di-stearyl succinate